ClC=1C(=NC(=NC1)N[C@@H]1C[C@@H](CC1)O)C=1C=C2C(N(C=NN2C1)[C@@H](C(=O)N[C@H](CO)C1=CC(=CC(=C1)OC)F)C)=O (R)-2-(6-(5-chloro-2-(((1S,3R)-3-hydroxycyclopentyl)amino)pyrimidin-4-yl)-4-oxopyrrolo[2,1-f][1,2,4]triazin-3(4H)-yl)-N-((S)-1-(3-fluoro-5-methoxyphenyl)-2-hydroxyethyl)propionamide